5-(4-amino-1H-pyrazol-1-yl)-N-((5-(tert-butyl)-2-methoxyphenyl)sulfonyl)quinoline-2-carboxamide NC=1C=NN(C1)C1=C2C=CC(=NC2=CC=C1)C(=O)NS(=O)(=O)C1=C(C=CC(=C1)C(C)(C)C)OC